N,N-dimethyl-1-(2-chloro-4-(3-methyl-1-(tetrahydro-2H-pyran-4-yl)imidazo[1,5-a]quinoxalin-8-yl)phenyl)piperidin-4-amine CN(C1CCN(CC1)C1=C(C=C(C=C1)C1=CC=C2N=CC=3N(C2=C1)C(=NC3C)C3CCOCC3)Cl)C